1-((S)-oxetan-2-ylmethyl)-1H-benzo[d]imidazole-6-carboxylate O1[C@@H](CC1)CN1C=NC2=C1C=C(C=C2)C(=O)[O-]